C(C1=CC=CC=C1)N1CC(CC1)OC1=C(C=C(CN2C(N(C3=CC=C(C=C3C2=O)OC(CF)CF)C2CCN(CC2)C=O)=O)C=C1)OC 4-[3-{4-[(1-benzylpyrrolidin-3-yl)oxy]-3-methoxybenzyl}-6-[2-fluoro-1-(fluoromethyl)ethoxy]-2,4-dioxo-3,4-dihydroquinazolin-1(2H)-yl]piperidine-1-carbaldehyde